(S)-N-(2-(4-ethyl-4-hydroxy-3,14-dioxo-3,4,12,14-tetrahydro-1H-pyrano[3',4':6,7]indolizino[1,2-b]quinolin-11-yl)ethyl)-N-isopropylmethanesulfonamide C(C)[C@]1(C(OCC=2C(N3CC=4C(=NC=5C=CC=CC5C4CCN(S(=O)(=O)C)C(C)C)C3=CC21)=O)=O)O